4-CHLORO-3-METHOXYBENZOIC ACID ClC1=C(C=C(C(=O)O)C=C1)OC